C1(CC1)OC1=CC=2N(C=C1C(=O)NC=1C(N(C=CC1)C1CC1)=O)C=C(N2)C21COC(C2)(C1)C 7-cyclopropoxy-N-(1-cyclopropyl-2-oxo-1,2-dihydropyridin-3-yl)-2-(1-methyl-2-oxabicyclo[2.1.1]hexan-4-yl)imidazo[1,2-a]pyridine-6-carboxamide